diethylenetriamine disuccinate C(CCC(=O)O)(=O)O.C(CCC(=O)O)(=O)O.NCCNCCN